tert-butyl N-[5-(2-bromophenyl)-5-oxopentyl]carbamate BrC1=C(C=CC=C1)C(CCCCNC(OC(C)(C)C)=O)=O